CC(=O)N[C@@H]1[C@H]([C@H]([C@H](O[C@H]1O[C@H]2[C@@H]([C@H]([C@@H](O[C@@H]2C(=O)O)O[C@H]3[C@H]([C@H](O[C@H]([C@@H]3O)O[C@H]4[C@H]([C@H](O[C@H]([C@@H]4O)O[C@@H]5CO[C@H]([C@@H]([C@H]5O)O)O)CO)O)CO)O)O)O)CO)OS(=O)(=O)O)O The molecule is an amino pentasaccharide comprising an N-acetylated galactosamine residue, sulfated on O-4, a glucuronic acid residue and two galactose residues, linked to a xylose residue at the reducing end. It is an intermediate in the chondroitin sulfate degradation pathway.